(E)-1-(2-Fluorophenyl)-3-(3-hydroxy-4-methoxyphenyl)prop-2-en-1-one FC1=C(C=CC=C1)C(\C=C\C1=CC(=C(C=C1)OC)O)=O